NS(=O)(=O)NCCNC=1C(=NON1)C(NCC=1OC=C(C1)Cl)=NO 4-({2-[(aminosulfonyl)amino]ethyl}amino)-N-[(4-chloro-2-furyl)methyl]-N'-hydroxy-1,2,5-oxadiazole-3-carboximidamide